COC=1C=C2C(=NC=NC2=CC1OC)N1CC(C1)CCNS(=O)(=O)N (2-(1-(6,7-dimethoxyquinazolin-4-yl)azetidin-3-yl)ethyl)sulfamide